1-(5-tert-butyl-isoxazol-3-yl)-3-[4-(5-methyl-benzoimidazol-1-yl)-phenyl]-urea C(C)(C)(C)C1=CC(=NO1)NC(=O)NC1=CC=C(C=C1)N1C=NC2=C1C=CC(=C2)C